ClC1=C(C(=O)NC2=C(C=C(C=C2)F)C#N)C=C(C=C1)[N+](=O)[O-] 2-chloro-N-(2-cyano-4-fluorophenyl)-5-nitrobenzamide